[U].[Zr].[Nb].COC1=C(C=CC=C1C1=NN(C=N1)C)N1C=CC2=C1N=C(N=C2)NC(=O)C2CC2 N-(7-(2-methoxy-3-(1-methyl-1H-1,2,4-triazol-3-yl)phenyl)-7H-pyrrolo[2,3-d]pyrimidin-2-yl)cyclopropanecarboxamide niobium-zirconium-uranium